Cl.O1[C@@H]2[C@H](N(CC1)C(=O)OCC1=CC=CC=C1)CNC2 |o1:2,3| (4aR*,7aS*)-benzyl hexahydropyrrolo[3,4-b][1,4]oxazine-4(4aH)-carboxylate hydrochloride